ClC1=NC=C2C=C(C=3N(C2=C1)N=CN3)C=3C(=CC(=NC3)C(CC)=O)C 1-(5-(8-chloro-[1,2,4]triazolo[1,5-a][1,6]naphthyridin-4-yl)-4-methylpyridin-2-yl)propan-1-one